ClC=1C(=C(CO[C@@H]2C[C@H](C2)C(=O)NCC2=C(C(=C(C=C2)C(F)(F)F)C=2NC(C=C(N2)C(F)F)=O)F)C=CC1)F trans-3-[(3-chloro-2-fluorobenzyl)oxy]-N-{3-[4-(difluoromethyl)-6-oxo-1,6-dihydropyrimidin-2-yl]-2-fluoro-4-(trifluoromethyl)benzyl}cyclobutane-1-carboxamide